1-(difluoromethyl)-3-bromopyridine bromide [Br-].FC(N1CC(=CC=C1)Br)F